N-[5-(1-cyanocyclopropyl)-2-methoxyphenyl]-2-{[(dimethylamino)methylene]amino}-6-(methoxymethyl)nicotinamide C(#N)C1(CC1)C=1C=CC(=C(C1)NC(C1=C(N=C(C=C1)COC)N=CN(C)C)=O)OC